ethylidene-3-oxatricyclo[6.2.1.02,7]undecan-4-one C(C)=C1C(OC2C3CCC(C2C1)C3)=O